benzyl 1-(6-(1-methyl-1H-pyrazol-4-yl)pyrazolo[1,5-a]pyridin-3-yl)piperidine-4-carboxylate CN1N=CC(=C1)C=1C=CC=2N(C1)N=CC2N2CCC(CC2)C(=O)OCC2=CC=CC=C2